5-methyl-1-[4-(trifluoromethyl)phenyl]pyridin-2-one CC=1C=CC(N(C1)C1=CC=C(C=C1)C(F)(F)F)=O